FC(C(C)(C)O)(F)C=1C(=C(C=CC1)[C@@H](C)NC1=NC(=NC2=CC3=C(C=C12)[C@@](C(N3C)=O)(C)COC)C)F (S)-4-(((R)-1-(3-(1,1-difluoro-2-hydroxy-2-methylpropyl)-2-fluorophenyl)ethyl)amino)-6-(methoxymethyl)-2,6,8-trimethyl-6H-pyrrolo[3,2-g]quinazolin-7(8H)-one